[Si](C)(C)(C(C)(C)C)OCCC1(CCN(CC1)C1=CC=C(C=C1)C=1C=C(C=2N(C1)N=CC2C#N)C=2C=CC(=NC2)N2CCC(CC2)(C(=O)NC(C)C)CC)O 1-[5-[6-[4-[4-[2-[tert-butyl(dimethyl)silyl]oxyethyl]-4-hydroxy-1-piperidyl]phenyl]-3-cyano-pyrazolo[1,5-a]pyridin-4-yl]-2-pyridyl]-4-ethyl-N-isopropyl-piperidine-4-carboxamide